FCCSSCC ethyl (2-fluoroethyl) disulfide